NC1=NC(=C(C=C1C=1C=C2CCNC(C2=CC1Cl)=O)Br)F 6-(2-amino-5-bromo-6-fluoropyridin-3-yl)-7-chloro-3,4-dihydroisoquinolin-1(2H)-one